N-(5-(4-(6-(2-(3-trifluoromethoxyphenyl)acetamido)pyridazin-3-yl)butyl)-1,3,4-thiadiazol-2-yl)acetamide FC(OC=1C=C(C=CC1)CC(=O)NC1=CC=C(N=N1)CCCCC1=NN=C(S1)NC(C)=O)(F)F